C(C1=CC(C(=O)O)=CC(C(=O)O)=C1)(=O)O TRIMESIC ACID